3-(1-(2-chlorobenzyl)-1H-pyrazol-4-yl)-7,8-dihydroxy-2-(trifluoromethyl)-4H-chromen-4-one ClC1=C(CN2N=CC(=C2)C2=C(OC3=C(C(=CC=C3C2=O)O)O)C(F)(F)F)C=CC=C1